C(CCC)N(C1=NC=C(C=N1)NC=1C=NC(=NC1)CCCCCC)CCCC N2,N2-dibutyl-N5-(2-hexyl-5-pyrimidinyl)-2,5-Pyrimidinediamine